(R)-5-methyl-2-(4-(piperidin-3-ylamino)-6,7,8,9-tetrahydro-5H-cyclohepta[d]pyridazin-1-yl)phenol CC=1C=CC(=C(C1)O)C1=NN=C(C2=C1CCCCC2)N[C@H]2CNCCC2